5-fluoro-2-(3-fluoro-4-methoxyphenyl)isonicotinaldehyde FC1=CN=C(C=C1C=O)C1=CC(=C(C=C1)OC)F